ClC=1C=C2C(=C(C=NC2=CC1)C(=O)N1CCN(CC1)C(=O)C1CC1)N1CCC(CC1)(C#N)C 1-(6-Chloro-3-(4-(cyclopropanecarbonyl)piperazine-1-carbonyl)quinolin-4-yl)-4-methylpiperidine-4-carbonitrile